C(OCCCC)(OC)(OC)OC butyl trimethyl orthocarbonate